C(C1=CC=CC=C1)OC1=C(C(=CC(=C1)C(F)F)O)C(=O)N1CC2=CC=C(C=C2C1)CN(C)C (2-(Benzyloxy)-4-(difluoromethyl)-6-hydroxyphenyl)(5-((dimethylamino)methyl)isoindolin-2-yl)methanone